6-(4-(methacryloyloxy)-3,5-dimethoxyphenyl)-4-oxohex-5-enoic acid C(C(=C)C)(=O)OC1=C(C=C(C=C1OC)C=CC(CCC(=O)O)=O)OC